(Z)-4-chloro-2-(1,3-dithian-2-yl)phenyl 3-(2-chloropyridin-4-yl)acrylate ClC1=NC=CC(=C1)\C=C/C(=O)OC1=C(C=C(C=C1)Cl)C1SCCCS1